tert-butyl (1S,4S,5S)-5-((tert-butyldimethylsilyl)oxy)-7-azabicyclo[2.2.1]hept-2-ene-7-carboxylate [Si](C)(C)(C(C)(C)C)O[C@@H]1[C@@H]2C=C[C@H](C1)N2C(=O)OC(C)(C)C